C[C@H]1COCC[C@@H]1N1C(=CC2=C1N=CN=C2)C#N 7-((3R,4S)-3-methyltetrahydro-2H-pyran-4-yl)-7H-pyrrolo[2,3-d]pyrimidine-6-carbonitrile